O=C1[C@H](N2CCC1C2)COP(=O)(OC2=CC=CC=C2)N[C@@H](C)C(=O)OCC2=CC=CC=C2 benzyl ((((2R)-3-oxo-1-azabicyclo[2.2.1]heptan-2-yl)methoxy)(phenoxy)phosphoryl)-L-alaninate